7-chloro-5-methyl-4-oxo-1-[4-(pyridin-2-yl)-1,3-thiazol-2-yl]-1,4-dihydro-1,8-naphthyridine-3-carboxylic acid ClC1=CC(=C2C(C(=CN(C2=N1)C=1SC=C(N1)C1=NC=CC=C1)C(=O)O)=O)C